Cl.NC1CC2(C1)CCN(CC2)C2=C(C=C(C=C2)NC2=NC=CC(=N2)NC2=C(C=CC=C2)P(C)(C)=O)Cl (2-((2-((4-(2-amino-7-azaspiro[3.5]nonan-7-yl)-3-chlorophenyl)amino)pyrimidin-4-yl)amino)phenyl)dimethylphosphine oxide hydrochloric acid salt